4,4-bis(((Z)-oct-5-en-1-yl)oxy)butanoic Acid C(CCC\C=C/CC)OC(CCC(=O)O)OCCCC\C=C/CC